C(C)(C)(C)C=1SC(=CN1)C(=O)NCC1=C(C=C(C=C1)C1=NC=NC(=C1)NC1=NN(N=C1)C)C 2-(tert-butyl)-N-(2-methyl-4-(6-((2-methyl-2H-1,2,3-triazol-4-yl)amino)pyrimidin-4-yl)benzyl)thiazole-5-carboxamide